N-(3-(3-((2,6-dioxopiperidin-3-yl)oxy)-1-methyl-1H-pyrazol-5-yl)prop-2-yn-1-yl)-5-(8-(7-isopropyl-1,3-dimethyl-2-oxo-2,3-dihydro-1H-benzo[d]imidazol-5-yl)isoquinolin-3-yl)picolinamide O=C1NC(CCC1OC1=NN(C(=C1)C#CCNC(C1=NC=C(C=C1)C=1N=CC2=C(C=CC=C2C1)C1=CC2=C(N(C(N2C)=O)C)C(=C1)C(C)C)=O)C)=O